C(C1=CC=CC=C1)N1CCN(CC1)[C@@H]1CC[C@H](CC1)N(C([O-])=O)C trans-N-[4-(4-benzylpiperazin-1-yl)cyclohexyl]-N-methyl-carbamate